C(C)C1=C(C=CC2=C1C(=C(O2)C(=O)O)C)S(N(CC)C2=C(C=CC(=C2)N2CCCC2)CN(CC=2OC=CC2)C(C2=C(C=CC=C2)Cl)=O)(=O)=O Ethyl-5-(N-(2-((2-chloro-N-(furan-2-ylmethyl)benzoylamino)methyl)-5-(pyrrolidin-1-yl)phenyl)-N-Ethylsulfamoyl)-3-methylbenzofuran-2-carboxylic acid